OC(C#CC1=NC=C(C(=N1)N1CCC(CC1)C=O)C(F)(F)F)(C)C (1-(2-(3-hydroxy-3-methylbut-1-yn-1-yl)-5-(trifluoromethyl)pyrimidin-4-yl)piperidin-4-yl)methanone